trans-4-hexadecyloxycinnamoyl chloride C(CCCCCCCCCCCCCCC)OC1=CC=C(/C=C/C(=O)Cl)C=C1